C(C)(C)(C)NC(=O)C1=CC=C2C=NC(=NN21)NC2CCN(CC2)S(=O)(=O)C N-(tert-butyl)-2-((1-(methylsulfonyl)piperidin-4-yl)amino)pyrrolo[2,1-f][1,2,4]triazine-7-carboxamide